2-bromo-5-(methylsulfonyl)-4,5,6,7-tetrahydropyrazolo[1,5-a]pyrazine BrC1=NN2C(CN(CC2)S(=O)(=O)C)=C1